OC1=C(C=CC2=CC=CC=C12)C1=NN=C(C(N1C)=O)N[C@H]1CN(CCC1)C (R)-3-(1-hydroxynaphthalen-2-yl)-4-methyl-6-((1-methylpiperidin-3-yl)amino)-1,2,4-triazine-5(4H)-one